C(C1=CC=CC=C1)(=O)[C@@]([C@@](C(=O)O)(O)C(C1=CC=CC=C1)=O)(O)C(=O)O dibenzoyl-D-(-)-tartaric acid